F[P-](F)(F)(F)(F)F.N1(N=NC2=C1C=CC=C2)O[P+](N2CCCC2)(N2CCCC2)N2CCCC2 Benzotriazol-1-yl-oxytripyrrolidinophosphonium hexafluorophosphat